6-((6-(benzo[d]thiazol-2-ylamino)-5-methylpyridazin-3-yl)(methyl)amino)-3-(1-(cyclopentylmethyl)-5-methyl-1H-pyrazol-4-yl)picolinic acid S1C(=NC2=C1C=CC=C2)NC2=C(C=C(N=N2)N(C2=CC=C(C(=N2)C(=O)O)C=2C=NN(C2C)CC2CCCC2)C)C